[Au].C(C)(=O)N[C@@H](CCCCN)C(=O)O N-acetyl-L-lysine gold